9-acetyl-7-fluoro-2-[(3R)-3-vinylmorpholin-4-yl]pyrido[1,2-a]pyrimidin-4-one C(C)(=O)C1=CC(=CN2C1=NC(=CC2=O)N2[C@@H](COCC2)C=C)F